5-chloro-N-[(3-chloro-4-fluorophenyl)-(5-methyl-4-methylsulfonyl-1H-imidazol-2-yl)methyl]-6-fluoropyridin-3-amine ClC=1C=C(C=NC1F)NC(C=1NC(=C(N1)S(=O)(=O)C)C)C1=CC(=C(C=C1)F)Cl